2-(2-Amino-9-((2R,3R,5S)-3-hydroxy-5-(hydroxymethyl)tetrahydrofuran-2-yl)-8-oxo-8,9-dihydro-7H-purin-7-yl)-N-(methylsulfonyl)acetamid NC1=NC=C2N(C(N(C2=N1)[C@@H]1O[C@@H](C[C@H]1O)CO)=O)CC(=O)NS(=O)(=O)C